ethyl 3-[(E)-4-[3-[(1R,3R)-3-(tert-butoxycarbonylamino)cyclopentyl]-8-methyl-imidazo[1,5-a]pyrazin-5-yl]but-3-enoxy]propanoate C(C)(C)(C)OC(=O)N[C@H]1C[C@@H](CC1)C1=NC=C2N1C(=CN=C2C)/C=C/CCOCCC(=O)OCC